Benzyl ((1S)-2-((3-fluoro-5-(1-(5-fluoro-2-oxo-1,2-dihydropyridin-3-yl)-2-methoxyethyl)-2-hydroxyphenyl)amino)-1-((1r,4S)-4-fluorocyclohexyl)-2-oxoethyl)carbamate FC=1C(=C(C=C(C1)C(COC)C=1C(NC=C(C1)F)=O)NC([C@H](C1CCC(CC1)F)NC(OCC1=CC=CC=C1)=O)=O)O